IC1=C(C(=O)OC2=CC=C(C=C3C(N(C(S3)=S)CC(=O)O)=O)C=C2)C=CC=C1 (5-{4-[(2-iodobenzoyl)oxy]benzylidene}-4-oxo-2-thioxo-1,3-thiazolidin-3-yl)acetic acid